(1R,2S,5S)-3-(diphenylcarbamoyl)-8-(ethyl-(furan-3-ylmethyl)carbamoyl)-3,8-diazabicyclo[3.2.1]octane-2-carboxylic acid C1(=CC=CC=C1)N(C(=O)N1[C@@H]([C@H]2CC[C@@H](C1)N2C(N(CC2=COC=C2)CC)=O)C(=O)O)C2=CC=CC=C2